2,2,2-trifluoro-1-[(4S)-4-(3-hydroxypropyl)-2,2-dimethyl-pyrrolidin-1-yl]ethanone FC(C(=O)N1C(C[C@@H](C1)CCCO)(C)C)(F)F